(R)-N-((1-(4-(6-(Difluoromethyl)imidazo[1,2-b]pyridazin-3-yl)pyridin-2-yl)piperidin-3-yl)methyl)methanesulfonamide FC(C=1C=CC=2N(N1)C(=CN2)C2=CC(=NC=C2)N2C[C@@H](CCC2)CNS(=O)(=O)C)F